2-({4-[(R)-{3-[(2,4-dichlorophenoxy)methyl]phenyl}(fluoro)methyl]piperidin-1-yl}methyl)-1-[(1-ethyl-1H-imidazol-5-yl)methyl]-1H-1,3-benzodiazole-6-carboxylic acid ClC1=C(OCC=2C=C(C=CC2)[C@@H](C2CCN(CC2)CC2=NC3=C(N2CC2=CN=CN2CC)C=C(C=C3)C(=O)O)F)C=CC(=C1)Cl